OC1=NN2C(C=CC=C2)=C1C(=O)NC1=C(C=C(C(=C1)C)OC1=CC=CC=C1)OC(CC)CC 2-Hydroxy-N-(5-methyl-2-(pentan-3-yloxy)-4-phenoxyphenyl)pyrazolo[1,5-a]pyridine-3-carboxamide